4-(pyrimidylthio)cyclohexanone N1=C(N=CC=C1)SC1CCC(CC1)=O